ClC1=NC=C(C(=N1)C1=CC(=C2CN(C(C2=C1)=O)CC(=O)O)F)Cl 2-(6-(2,5-dichloropyrimidin-4-yl)-4-fluoro-1-oxo-isoindolin-2-yl)acetic acid